Cl.N1CCC(CC1)C=1SC2=C(N1)C=CC=C2N (piperidin-4-yl)benzo[d]Thiazol-7-amine hydrochloride